(Z)-3-(2-hydroxyethyl)-11,11-dimethyl-13-(7-(2-octylcyclopropyl)heptyl)-10,12,14-trioxa-3-aza-11-siladotriacont-23-en-1-ol OCCN(CCO)CCCCCCO[Si](OC(OCCCCCCCC\C=C/CCCCCCCC)CCCCCCCC1C(C1)CCCCCCCC)(C)C